O\N=C\C1=CC=C(OCC2CN(C(O2)C(F)(F)F)C2=CC(=C(C#N)C=C2)C(F)(F)F)C=C1 4-(5-((4-((E)-(Hydroxyimino)methyl)phenoxy)methyl)-2-(trifluoromethyl)oxazolidin-3-yl)-2-(trifluoromethyl)benzonitril